4-[(2-methyl-5-fluorobenzyl)amino]-2-[(1-methyl-1H-pyrazol-4-yl)amino]pyrimidin-5-carboxamide CC1=C(CNC2=NC(=NC=C2C(=O)N)NC=2C=NN(C2)C)C=C(C=C1)F